2,4,6,8-tetramethyl-2,4,6,8-tetra-vinyl-cyclotetrasiloxane C[Si]1(O[Si](O[Si](O[Si](O1)(C=C)C)(C=C)C)(C=C)C)C=C